FC=1C=CC2=C(CCO2)C1CNC1=NC=C(C=2N1C=C(N2)C#N)C=2C(N(C=CC2)C)=O 5-(((5-fluoro-2,3-dihydrobenzofuran-4-yl)methyl)amino)-8-(1-methyl-2-oxo-1,2-dihydropyridin-3-yl)imidazo[1,2-c]pyrimidine-2-carbonitrile